1-((3-(5-azaspiro[2.3]hex-5-ylsulfonyl)phenyl)carbonyl)-N-(4-(trifluoromethyl)benzyl)-D-prolinamide C1CC12CN(C2)S(=O)(=O)C=2C=C(C=CC2)C(=O)N2[C@H](CCC2)C(=O)NCC2=CC=C(C=C2)C(F)(F)F